ClC=1C=C(C=CC1Cl)C(C(=O)C1N(CC12CN(CC2C(=O)NN)C(=O)C2=CN=CS2)C2=NC=CC=C2)(F)F (2-(3,4-dichlorophenyl)-2,2-difluoroacetyl)-2-(pyridin-2-yl)-6-(thiazole-5-carbonyl)-2,6-diazaspiro[3.4]octane-8-carbohydrazide